(S)-8-(6-((R)-1-(2',4'-dimethoxy-3-(3-methyl-1H-pyrazol-1-yl)-[1,1'-biphenyl]-4-yl)-2,2,2-trifluoroethoxy)-2-methylpyrimidin-4-yl)-2,8-diazaspiro[4.5]decane-3-carboxylic acid COC1=C(C=CC(=C1)OC)C1=CC(=C(C=C1)[C@H](C(F)(F)F)OC1=CC(=NC(=N1)C)N1CCC2(C[C@H](NC2)C(=O)O)CC1)N1N=C(C=C1)C